6-(3-cyclopropylphenoxy)-N-[1-[(2,4-dichlorophenyl)methyl]-2-(1,3-dioxoisoindolin-2-yl)oxy-ethyl]-2-fluoro-pyrazolo[1,5-a]pyrimidine-7-carboxamide C1(CC1)C=1C=C(OC=2C=NC=3N(C2C(=O)NC(CON2C(C4=CC=CC=C4C2=O)=O)CC2=C(C=C(C=C2)Cl)Cl)N=C(C3)F)C=CC1